CC(C(=O)OC1CC(C1)(C1=NN=C(N1C)S)C1=CC(=CC=C1)Br)(C=1N=NC=C2C1N=CC=C2)N=C(C2=CC=CC=C2)C2=CC=CC=C2 (1s,3s)-3-(3-bromophenyl)-3-(5-mercapto-4-methyl-4H-1,2,4-triazol-3-yl)cyclobutane-1-ol methyl-2-(benzhydrylideneamino)-2-pyrido[2,3-d]pyridazin-8-yl-acetate